3-methyl-2-oxo-5-(pyrrolidin-3-yl)-1,3-benzodiazol CN1C(NC2=C1C=C(C=C2)C2CNCC2)=O